NC1=NC=2C=CC(=CC2C2=C1C=NN2C)C(=O)NC2CCCC=1C(=NOC12)C=1C=NN(C1)C 4-amino-1-methyl-N-(3-(1-methyl-1H-pyrazol-4-yl)-4,5,6,7-tetrahydrobenzo[d]isoxazol-7-yl)-1H-pyrazolo[4,3-c]quinoline-8-carboxamide